1-(2-Ethynylthiazol-4-yl)-3-(4-(4-hydroxyquinazolin-5-yl)benzyl)urea C(#C)C=1SC=C(N1)NC(=O)NCC1=CC=C(C=C1)C1=C2C(=NC=NC2=CC=C1)O